7-oxo-N-(2-(4-oxopiperidin-1-yl)ethyl)-7H-benzo[h]pyrido[2,1-b]quinazoline-12-carboxamide hydrochloride Cl.O=C1N2C(=NC=3C4=C(C=CC13)C=CC=C4)C(=CC=C2)C(=O)NCCN2CCC(CC2)=O